6-cyclopropyl-8-fluoro-1-oxoisoquinolin C1(CC1)C=1C=C2C=CNC(C2=C(C1)F)=O